[NH+]1(C=CC2=CC=CC=C12)[O-] indole-N-oxide